2,3-dihydroxy-2-methylbutanoic acid OC(C(=O)O)(C(C)O)C